COC(=O)C1C2CC(C(C2(C1)C)=O)=CN(C)C methyl-3-((dimethylamino)methylene)-1-methyl-2-oxobicyclo[3.2.0]heptane-6-carboxylate